1-[2-methyl-8-[4-(trifluoromethyl)phenyl]pyrazolo[3,4-b]indol-5-yl]methanamine CN1N=C2N(C3=CC=C(C=C3C2=C1)CN)C1=CC=C(C=C1)C(F)(F)F